3-bromo-N-(tert-butyl)-2-nitroaniline BrC=1C(=C(NC(C)(C)C)C=CC1)[N+](=O)[O-]